1-[4-(4-fluorophenyl)-2-(triazol-2-yl)cyclopentyl]piperidin FC1=CC=C(C=C1)C1CC(C(C1)N1CCCCC1)N1N=CC=N1